(2R,3S,4R,5R)-5-(4-Aminopyrrolo[2,1-f][1,2,4]triazin-7-yl)-5-cyano-3,4-dihydroxytetrahydrofuran-2-propanoic acid NC1=NC=NN2C1=CC=C2[C@]2([C@@H]([C@@H]([C@H](O2)CCC(=O)O)O)O)C#N